FC1=C(C(=CC=C1)OC)C1=NC(=NC2=C1CN=CC1=C2C=CC=C1)N (2-fluoro-6-methoxyphenyl)-5H-pyrimido[5,4-d][2]benzazepin-2-amine